CN1CCN(CC1)C1=CC=2N(C=C1)C(=CN2)C2=CC(=NC=N2)NCC2=CC=C(C=C2)C=2C=NN(C2)C {6-[7-(4-methyl-piperazin-1-yl)-imidazo[1,2-a]pyridin-3-yl]-pyrimidin-4-yl}-[4-(1-methyl-1H-pyrazol-4-yl)-benzyl]-amine